ClC1=CC(=C2C(=N1)N(N=C2)C)C 6-chloro-1,4-dimethyl-1H-pyrazolo[3,4-b]pyridine